Isopropyl (2S)-2-(((4-aminobutoxy)(phenoxy)phosphoryl)amino)-6-diazo-5-oxohexanoate NCCCCOP(=O)(OC1=CC=CC=C1)N[C@H](C(=O)OC(C)C)CCC(C=[N+]=[N-])=O